2,5-dimethoxy-4-n-propoxyphenethyl-amine COC1=C(CCN)C=C(C(=C1)OCCC)OC